3-methylenephenol C=C1CC(=CC=C1)O